3-(4-(2-(4-(methylsulfonyl)phenyl)-2,3-dihydroimidazo[4,5-d]pyrrolo[2,3-b]pyridin-1(6H)-yl)-1H-pyrazol-1-yl)propionitrile CS(=O)(=O)C1=CC=C(C=C1)C1NC=2C(=C3C(=NC2)NC=C3)N1C=1C=NN(C1)CCC#N